2-chloro-4-[(pyridin-3-ylmethyl)amino]pyrimidin-5-carboxamide ClC1=NC=C(C(=N1)NCC=1C=NC=CC1)C(=O)N